BrC1=CC=C(C=N1)NN=CCC(C)C 6-bromo-N-[3-methylbutylideneamino]pyridin-3-amine